1-AMINONAPHTHALENE-6-BORONIC ACID NC1=CC=CC2=CC(=CC=C12)B(O)O